O1C2C=CC(=C(C3=C1C=CC=C3)C2)CO 2,6-methano-2H-1-benzoxocin-5-methanol